6-(mercaptomethyl)-dodecanedioic acid SCC(CCCCC(=O)O)CCCCCC(=O)O